(2-dimethylaminoethyl)trimethoxy-silane CN(CC[Si](OC)(OC)OC)C